4-amino-N,1-dimethyl-N-((3S)-6-(1-methyl-3-(trifluoromethyl)-1H-pyrazol-5-yl)-2,3-dihydro-1-benzofuran-3-yl)-1H-pyrazolo[4,3-c]quinoline-8-carboxamide NC1=NC=2C=CC(=CC2C2=C1C=NN2C)C(=O)N([C@@H]2COC1=C2C=CC(=C1)C1=CC(=NN1C)C(F)(F)F)C